3-(3-Benzyl-3H-imidazo[4,5-b]pyridin-2-yl)-N-[2-(4-methylsulfanyl-phenyl)-ethyl]-propionamide C(C1=CC=CC=C1)N1C(=NC=2C1=NC=CC2)CCC(=O)NCCC2=CC=C(C=C2)SC